ClC1=C(C=C(C=C1)F)C1C(N(CC(N1CC1=CC=C(C=C1)OC)=O)S(=O)(=O)C1=C(C=CC=C1)[N+](=O)[O-])C(=O)O 3-(2-chloro-5-fluorophenyl)-4-[(4-methoxyphenyl)methyl]-1-(2-nitrobenzenesulfonyl)-5-oxopiperazine-2-carboxylic acid